O=C1NC(CCC1N1C(C2=CC=CC(=C2C1=O)OCCCCCN1N=NC(=C1)CN1CCNCC1)=O)=O 4-((1-(5-((2-(2,6-Dioxopiperidin-3-yl)-1,3-dioxoisoindolin-4-yl)oxy)pentyl)-1H-1,2,3-triazol-4-yl)methyl)piperazin